CC1C(CCC(C1C)C)O 2,3,4-trimethylcyclohexanol